(3S)-3-(5-(4-((1-(4-(7-(1-cyclopropylethyl)-1-fluoro-3,8,9,10-tetrahydrocyclohepta[e]indazol-6-yl)phenyl)piperidin-4-yl)methyl)piperazin-1-yl)-1-oxoisoindolin-2-yl)piperidine-2,6-dione C1(CC1)C(C)C1=C(C2=C(C=3C(=NNC3C=C2)F)CCC1)C1=CC=C(C=C1)N1CCC(CC1)CN1CCN(CC1)C=1C=C2CN(C(C2=CC1)=O)[C@@H]1C(NC(CC1)=O)=O